di-N-butyl ether CCCCOCCCC